OC[C@H]1COC2=C(N=CC=C21)NC2=NNC1=CC(=CC=C21)[C@@H]2C[C@@]21C(NC2=CC=C(C=C12)OC)=O (1R,2S)-2-(3-{[(3S)-3-(hydroxymethyl)-2,3-dihydrofuro[2,3-c]pyridin-7-yl]amino}-1H-indazol-6-yl)-5'-methoxyspiro[cyclopropane-1,3'-indol]-2'(1'H)-one